FC1(CC1)S(=O)(=O)N[C@@H]1[C@@H](N(CC12CC2)C([C@@](CF)(C)O)=O)CC=2C(=C(C=CC2)C2=CC=CC=C2)F 1-fluoro-N-((6S,7S)-5-((R)-3-fluoro-2-hydroxy-2-methylpropanoyl)-6-((2-fluoro-[1,1'-biphenyl]-3-yl)methyl)-5-azaspiro[2.4]heptan-7-yl)cyclopropane-1-sulfonamide